4-chloro-2-[(phenyl)carbonyl]phenolate ClC1=CC(=C(C=C1)[O-])C(=O)C1=CC=CC=C1